4-fluoro-3-[rac-(1R)-1-[[3-chloro-7-fluoro-2-methyl-6-[2-[rac-(3R)-4-(2-azidoacetyl)-3-methyl-piperazin-1-yl]pyrimidin-5-yl]-1,5-naphthyridin-4-yl]amino]ethyl]benzonitrile FC1=C(C=C(C#N)C=C1)[C@@H](C)NC1=C(C(=NC2=CC(=C(N=C12)C=1C=NC(=NC1)N1C[C@H](N(CC1)C(CN=[N+]=[N-])=O)C)F)C)Cl |r|